ClC=1C=C(C=C(C1OCCCCl)Cl)C(C)(C)C1=CC=C(OCC2=C(N=CO2)S(=O)(=O)C)C=C1 5-[[4-[1-[3,5-dichloro-4-(3-chloropropoxy)phenyl]-1-methyl-ethyl]phenoxy]methyl]-4-methylsulfonyl-oxazole